6-(8-fluoro-7-(8-fluoronaphthalen-1-yl)-2-((hexahydro-1H-pyrrolizin-7a-yl)methoxy)pyrido[4,3-d]pyrimidin-4-yl)-2-thia-6-azaspiro[3.5]nonane FC1=C(N=CC2=C1N=C(N=C2N2CC1(CSC1)CCC2)OCC21CCCN1CCC2)C2=CC=CC1=CC=CC(=C21)F